4-(5-chloro-1H-triazol-4-yl)-2-[5-[2-(cyclopropylmethoxy)-4-fluorophenyl]-1-methylimidazol-4-yl]pyridine CN1C=NC(=C1C2=C(C=C(C=C2)F)OCC3CC3)C4=NC=CC(=C4)C5C(NNN5)Cl